3-(2,3,4,5,6-pentafluorophenyl)-2-propynoic anhydride FC1=C(C(=C(C(=C1F)F)F)F)C#CC(=O)OC(C#CC1=C(C(=C(C(=C1F)F)F)F)F)=O